8-(N-Tosyl)aminoquinoline S(=O)(=O)(C1=CC=C(C)C=C1)NC=1C=CC=C2C=CC=NC12